5-fluoro-1H-pyrrolo[2,3-b]Pyridine-3-carbonyl azide FC=1C=C2C(=NC1)NC=C2C(=O)N=[N+]=[N-]